2,2,2-Trifluoro-N-(3-((3R,4S)-4-hydroxy-3-(pyridin-2-ylmethyl)chroman-7-yl)pyridin-2-yl)ethansulfonamid FC(CS(=O)(=O)NC1=NC=CC=C1C1=CC=C2[C@H]([C@@H](COC2=C1)CC1=NC=CC=C1)O)(F)F